BrCC(C(=O)NC(C(=O)O)CCCC)CBr (3-bromo-2-bromomethyl-propionylamino)-hexanoic acid